[Na].FCCN(C)CC1=CC(=NN1C(C)C)S(=O)(=O)NC(NC1=C2CCCC2=CC=2CCCC12)=O 5-(((2-Fluoroethyl)(methyl)amino)methyl)-N-((1,2,3,5,6,7-hexahydro-s-indacen-4-yl)carbamoyl)-1-isopropyl-1H-pyrazole-3-sulfonamide, Sodium Salt